C(C)ONC1=CC=C(C=C1)N1CCC(CC1)N1CCN(CC1)C ethoxy-4-[4-(4-methylpiperazin-1-yl)piperidin-1-yl]aniline